ethyl 2-(3-chloro-4-methylphenyl)-2,2-difluoroacetate ClC=1C=C(C=CC1C)C(C(=O)OCC)(F)F